FC(C(=O)O)(F)F.NC1=NC=2C=C(C(=CC2C=2N1N=C(N2)[C@@H]2CC[C@@H](N(C2)C(=O)[C@H]2CN(CC2)CC(C)(C)O)C)F)OC ((2S,5R)-5-(5-amino-9-fluoro-8-methoxy-[1,2,4]triazolo[1,5-c]quinazolin-2-yl)-2-methylpiperidin-1-yl)((R)-1-(2-hydroxy-2-methylpropyl)pyrrolidin-3-yl)methanone 2,2,2-trifluoroacetate